4-[4-[[(2S)-2-(4-chlorophenyl)-1-piperidyl]methyl]-1-piperidyl]-2-[(5-methylsulfonyl-3-pyridyl)oxy]-N-[4-(3-morpholinopropylamino)-3-nitro-phenyl]sulfonyl-benzamide ClC1=CC=C(C=C1)[C@H]1N(CCCC1)CC1CCN(CC1)C1=CC(=C(C(=O)NS(=O)(=O)C2=CC(=C(C=C2)NCCCN2CCOCC2)[N+](=O)[O-])C=C1)OC=1C=NC=C(C1)S(=O)(=O)C